(R)-8-acryloyl-4-chloro-3-(2-fluorophenyl)-1-((S)-2-methyl-4-propionylpiperazin-1-yl)-6,6a,7,8,9,10-hexahydro-12H-pyrazino[2,1-c]pyrido[3,4-f][1,4]oxazepin-12-one C(C=C)(=O)N1C[C@@H]2COC3=C(C(N2CC1)=O)C(=NC(=C3Cl)C3=C(C=CC=C3)F)N3[C@H](CN(CC3)C(CC)=O)C